C(C)OC(=O)C=1C=2N(C=CC1C)C(=NC2)C2=CC(=CC(=C2)F)C#N 3-(3-Cyano-5-fluorophenyl)-7-methylimidazo[1,5-a]pyridine-8-carboxylic acid ethyl ester